methyl tryptophanate N[C@@H](CC1=CNC2=CC=CC=C12)C(=O)OC